N-[2-({[3-bromo-1-(2,6-difluorophenyl)-6-methyl-2-oxo-1,2-dihydropyridin-4-yl]oxy}methyl)-5-fluorobenzyl]urea BrC=1C(N(C(=CC1OCC1=C(CNC(=O)N)C=C(C=C1)F)C)C1=C(C=CC=C1F)F)=O